OC[C@]1(O)[C@H](O)[C@H](O)[C@@H](O)CO1 alpha-L-tagatose